C(#N)[C@@H]1C[C@@]2(CN1C([C@H](CC(C)C)N(C(=O)C=1NC3=C(C(=CC(=C3C1)F)F)F)C([2H])([2H])[2H])=O)C(NC1=CC=CC=C12)=O N-((S)-1-((3R,5'S)-5'-cyano-2-oxospiro[indoline-3,3'-pyrrolidin]-1'-yl)-4-Methyl-1-oxopent-2-yl)-4,6,7-trifluoro-N-(methyl-d3)-1H-indole-2-carboxamide